N1=C(C=CC=C1)C1=NC=2N(C(=C1)C(F)(F)F)N=CC2 5-(pyridin-2-yl)-7-(trifluoromethyl)pyrazolo[1,5-a]pyrimidine